N-[6-(difluoromethyl)-2-[4-(hydroxymethyl)cyclohexyl]indazol-5-yl]pyrazolo[1,5-a]pyrimidine-3-carboxamide FC(C=1C(=CC2=CN(N=C2C1)C1CCC(CC1)CO)NC(=O)C=1C=NN2C1N=CC=C2)F